(2R,4S,5R,6R)-2-((4-(but-3-yn-1-yloxy)benzyl)oxy)-6-((1R,2R)-3-(2-(4-chlorophenyl)acetamido)-1,2-dihydroxypropyl)-4-hydroxy-5-(2-hydroxyacetamido)tetrahydro-2H-pyran-2-carboxylic acid C(CC#C)OC1=CC=C(CO[C@]2(O[C@H]([C@@H]([C@H](C2)O)NC(CO)=O)[C@@H]([C@@H](CNC(CC2=CC=C(C=C2)Cl)=O)O)O)C(=O)O)C=C1